amino-3'-cyano-7-methoxy-6'-methyl-2-oxospiro[indoline-3,4'-pyran]-5'-carboxylic acid ethyl ester C(C)OC(=O)C=1C2(C(=C(OC1C)N)C#N)C(NC1=C(C=CC=C12)OC)=O